5-((S)-1-(((S)-tert-butylsulfinyl)amino)-3-(Benzyl 1,3-dioxan-2-yl)propyl)-7-chloro-3,4-dihydroisoquinoline-2(1H)-carboxylate C(C)(C)(C)[S@](=O)N[C@@H](CCC1(OCCCO1)CC1=CC=CC=C1)C1=C2CCN(CC2=CC(=C1)Cl)C(=O)[O-]